CN(CCN(C1=C(C=C(C(=C1)OC)NC1=NC=CC(=N1)C=1C=C2C=NN(C2=C(C1)F)C)[N+](=O)[O-])C)C N1-(2-(dimethylamino)ethyl)-N4-(4-(7-fluoro-1-methyl-1H-indazole-5-yl)pyrimidin-2-yl)-5-methoxy-N1-methyl-2-nitrobenzene-1,4-diamine